1'-benzyl-1-[(4-methoxyphenyl)methyl]-7-methyl-3,4-dihydro-1H-spiro[1,8-naphthyridine-2,3'-pyrrolidine] C(C1=CC=CC=C1)N1CC2(CC1)N(C1=NC(=CC=C1CC2)C)CC2=CC=C(C=C2)OC